dinaphthoic acid anhydride C1(=CC=CC2=CC=CC=C12)C(=O)OC(=O)C1=CC=CC2=CC=CC=C12